ClC1=CC2=C(C=N1)C(=NN2CC2(CCC2)CO)C#CC2CN(C2)C (1-((6-chloro-3-((1-methyl-azetidin-3-yl)ethynyl)-1H-pyrazolo[4,3-c]pyridin-1-yl)methyl)cyclobutyl)methanol